1-(pyridin-3-ylmethyl)-5-(3-(m-tolyl)-1,2,4-oxadiazol-5-yl)pyridin-2(1H)-one N1=CC(=CC=C1)CN1C(C=CC(=C1)C1=NC(=NO1)C=1C=C(C=CC1)C)=O